2,5-dioxopyrrolidin-1-yl-1-(4-(((cyclooct-4-en-1-yloxy)carbonyl)amino)phenyl)-1-oxo-5,8,11,14,17,20,23,26,29,32,35,38-dodecaoxa-2-azahentetracontan O=C1N(C(CC1)=O)N(C(=O)C1=CC=C(C=C1)NC(=O)OC1CCC=CCCC1)CCOCCOCCOCCOCCOCCOCCOCCOCCOCCOCCOCCOCCC